C(N)(OCCO[Si](C1=CC=CC=C1)(C1=CC=CC=C1)C(C)(C)C)=O (2-((tert-butyldiphenylsilyl) oxy) ethyl) carbamate